The molecule is a leukotriene that is the 14R-(S-cysteinylglycyl),15S-hydroxy derivative of (5Z,8Z,10E,12E)-icosa-7,9,11,14-tetraenoic acid. It has a role as a metabolite. It derives from a (5Z,8Z,10E,12E)-icosatetraenoic acid. CCCCC[C@@H]([C@@H](/C=C/C=C/C=C\\C/C=C\\CCCC(=O)O)SC[C@@H](C(=O)NCC(=O)O)N)O